4-(aminomethyl)-6-(5-(5-chloro-7-fluoro-6-methoxy-1-oxoisoindol-2-yl)-1-methyl-1H-pyrazol-4-yl)-1(2H)phthalazin-one NCC1=NNC(C2=CC=C(C=C12)C=1C=NN(C1N1C(C2=C(C(=C(C=C2C1)Cl)OC)F)=O)C)=O